4-ethyl-1,2-dimethyl-2,3-dihydro-1H-pyrrole C(C)C=1CC(N(C1)C)C